(6-(1H-benzo[d]imidazol-2-yl)pyridinyloxy)-N-(4-(9-methyl-3,9-diazaspiro[5.5]undecan-3-yl)phenyl)pyrrolidine-3-carboxamide N1C(=NC2=C1C=CC=C2)C2=CC=CC(=N2)ON2CC(CC2)C(=O)NC2=CC=C(C=C2)N2CCC1(CC2)CCN(CC1)C